FC=1C=C(C=NC1)N1N=C(C=C(C1=O)C(=O)N[C@H](CO)C(C)C)C=1C=NC(=CC1)C(F)(F)F 2-(5-Fluoropyridin-3-yl)-N-[(2S)-1-hydroxy-3-methylbutan-2-yl]-3-oxo-6-[6-(trifluoromethyl)pyridin-3-yl]-2,3-dihydropyridazine-4-carboxamide